ClC1=C2C(=NC=C1OC=1C=NN3C1C=CC=C3)N=C(N2C)NC=2C(N(C=C(C2)C2CC2)CCN2CCN(CC2)C)=O 3-((7-chloro-1-methyl-6-(pyrazolo[1,5-a]pyridin-3-yloxy)-1H-imidazo[4,5-b]pyridin-2-yl)amino)-5-cyclopropyl-1-(2-(4-methylpiperazin-1-yl)ethyl)pyridin-2(1H)-one